FC1(CC2(C1)CC(C2)NC(=O)C2=CC=NC=1N2N=C(C1C(=O)N)COC)F N7-(2,2-difluorospiro[3.3]heptan-6-yl)-2-(methoxymethyl)pyrazolo[1,5-a]pyrimidine-3,7-dicarboxamide